BrC=1C(=C(CNCCCNC2=CC(C3=C(N2)C=CS3)=O)C=C(C1)Br)OCCC1=CC=C(C=C1)Cl 5-(3-{3,5-dibromo-2-[2-(4-chloro-phenyl)-ethoxy]-benzylamino}-propylamino)-4H-thieno[3,2-b]pyridin-7-one